CC1C2=N[C@@](CC3=C([C@](C(=N3)/C=C\\4/[C@H]([C@]([C@@]([N-]4)([C@H]5[C@@H]([C@@](C1=N5)(C)CCC(=O)O)CC(=O)O)C)(C)CC(=O)O)CCC(=O)O)(C)CC(=O)O)CCC(=O)O)(C(=C2CCC(=O)O)C)C.[Co] The molecule is a cobalt corrinoid that is precorrin-7 in which the four pyrrole-type nitrogens are bound to a central cobalt atom. It is a conjugate acid of a cobalt-precorrin-7(7-).